1-(3-chloro-5-fluorophenyl)-3-(3-chloro-2-hydroxymethylphenyl)urea ClC=1C=C(C=C(C1)F)NC(=O)NC1=C(C(=CC=C1)Cl)CO